1-(1,3-thiazol-4-carbonyl)-1H-pyrazol-4-carbonitrile S1C=NC(=C1)C(=O)N1N=CC(=C1)C#N